C(C)(C)(C)OC(=O)N1[C@@H](CN([C@@H](C1)C)C=1C2=C(N=CN1)N(C=C2I)S(=O)(=O)CC2=CC=CC=C2)C (2R,5R)-4-(5-iodo-7-toluenesulfonyl-7H-pyrrolo[2,3-d]pyrimidin-4-yl)-2,5-dimethylpiperazine-1-carboxylic acid tert-butyl ester